C12N(CC(C1)C2)C=2C=1N(C=NC2C=2C=NNC2)N=C(N1)N[C@@H]1[C@H](CC1)F 8-(2-Azabicyclo[2.1.1]hexan-2-yl)-N-((1S,2S)-2-fluorocyclobutyl)-7-(1H-pyrazol-4-yl)-[1,2,4]triazolo[1,5-c]pyrimidin-2-amine